2-(7-chloro-8-fluoroimidazo[1,5-a]pyridin-1-yl)-2-hydroxypropanamide ClC1=C(C=2N(C=C1)C=NC2C(C(=O)N)(C)O)F